4-(2-Oxa-6-azaspiro[3.3]heptan-6-yl)pyrimidine C1OCC12CN(C2)C2=NC=NC=C2